N[C@H]1CN(CCC1)[C@@H]1[C@H](C2=CC(=CC(=C2C1)Cl)Cl)OC1=CC(=CC=C1F)C 4-[[(1S,2S)-2-[(3R)-3-aminopiperidin-1-yl]-4,6-dichloro-2,3-dihydro-1H-inden-1-yl]oxy]-5-fluoro-2-methylbenzene